C(C)NC(C(CC[C@@H](C(=O)NC=1C(N(C=CC1)CC(=O)NC1C2CC3CC(CC1C3)C2)=O)NC(=O)C2=C(N=NS2)C=O)=O)=O (S)-N1-ethyl-5-(4-formyl-1,2,3-thiadiazole-5-carboxamido)-N6-(1-(2-(2-adamantylamino)-2-oxoethyl)-2-oxo-1,2-dihydropyridin-3-yl)-2-oxohexanediamide